C1(CCC1)CNCC=1NC2=CC(=CC=C2C1)CN1C(C2=CN=CC(=C2C=C1)N1CC(CCC1)F)=O 2-[[2-[(cyclobutylmethylamino)methyl]-1H-indol-6-yl]methyl]-5-(3-fluoro-1-piperidyl)-2,7-naphthyridin-1-one